CC1=C(C=C(C(=O)NC2=CC(=C(C=C2)C#CCNCCN2CCOCC2)C(F)(F)F)C=C1)C=C 4-methyl-N-(4-(3-((2-morpholinoethyl)amino)prop-1-yn-1-yl)-3-(trifluoromethyl)phenyl)-3-vinylbenzamide